BrC1=C(C=C(C=C1)F)NC(C)=O N-(2-bromo-5-fluorophenyl)acetamide